C(CCCCCCCCCCCCC\C=C/CCCCCCCC)(=O)OCCCCCCCCCCCCCCCC hexadecan-1-yl nervonate